CC(CN1C(CCCC1)C=1NC(=CN1)C1=CC=C(C=C1)CC#N)CC 2-(4-(2-(1-(2-methylbutan-yl)piperidin-2-yl)-1H-imidazol-5-yl)phenyl)acetonitrile